C12(CC(C1)C2)N2C(C(=CC1=C2N=C(N=C1)NC=1C=C2CCN(CC2=CC1)C(=O)OC(C)(C)C)C#N)=O tert-butyl 6-((8-(bicyclo[1.1.1]pentan-1-yl)-6-cyano-7-oxo-7,8-dihydropyrido[2,3-d]pyrimidin-2-yl)amino)-3,4-dihydroisoquinoline-2(1H)-carboxylate